4-chloro-6-(morpholine-4-carbonyl)quinolin ClC1=CC=NC2=CC=C(C=C12)C(=O)N1CCOCC1